5-chloro-1'-(2-{1-methyl-2-[(cis)-3-hydroxy-3-methylcyclobutyl]-7-(trifluoromethyl)-1H-1,3-benzimidazol-5-yloxy}ethyl)spiro[indoline-3,4'-piperidin]-2-one ClC=1C=C2C(=CC1)NC(C21CCN(CC1)CCOC1=CC2=C(N(C(=N2)C2CC(C2)(C)O)C)C(=C1)C(F)(F)F)=O